C(C)(C)(C)OC(=O)N1CC(C1)C(NO)=N 3-(N-hydroxycarbamimidoyl)azetidine-1-carboxylic acid tert-butyl ester